O[C@@](C)(CC)C=1C=C(C(=O)NCC(NC=2SC=C(N2)C2=CC(=CC=C2)C2=CC=NC=C2)=O)C=CC1 (S)-3-(2-hydroxybutan-2-yl)-N-(2-oxo-2-((4-(3-(pyridin-4-yl)phenyl)thiazol-2-yl)amino)ethyl)benzamide